OC1=C(C=CC=C1C)P(OC)(OC)=O dimethyl 2-hydroxy-3-methylphenylphosphonate